N1(CCOCC1)OC(C=C)=O acrylic acid morpholin-4-yl ester